(S,2R)-2-(methoxymethyl)-N'-((2,4,5,6-tetrahydro-1H-cyclobuta[f]inden-3-yl)carbamoyl)-2,3-dihydropyrazolo[5,1-b]oxazole-7-sulfonimidamide COC[C@H]1CN2C(O1)=C(C=N2)[S@](=O)(N)=NC(NC2=C1C(=CC=3CCCC23)CC1)=O